C(#N)C1=C(C=CC=C1)[C@H]([C@@H](C)C=1N(C(C(=C(N1)C(=O)NC=1C=NOC1)O)=O)C)C1=NC=CN=C1 2-((1S,2R)-1-(2-cyanophenyl)-1-(pyrazin-2-yl)propan-2-yl)-5-hydroxy-N-(isoxazol-4-yl)-1-methyl-6-oxo-1,6-dihydropyrimidine-4-carboxamide